ammonium pentadecylbenzenesulfonate 2-chloroethylphosphonate copper [Cu+].ClCCP([O-])([O-])=O.C(CCCCCCCCCCCCCC)OS(=O)(=O)C1=CC=CC=C1.[NH4+]